ClC1=C(C(=CC=C1Cl)OC)C1=CC=2N(C=C1)C=C(N2)CCO 2-(7-(2,3-dichloro-6-methoxyphenyl)imidazo[1,2-a]pyridin-2-yl)ethan-1-ol